1H-pyrrolo[2,3-b]Pyridine formate C(=O)O.N1C=CC=2C1=NC=CC2